C(C)(C)(C)C1=CC=C(C(=N1)N1C(C[C@@H](C1)C)(C)C)C(=O)NS(=O)(=O)C=1C(NC=CC1)=O 6-tert-Butyl-N-[(2-oxo-1H-pyridin-3-yl)sulfonyl]-2-[(4S)-2,2,4-trimethylpyrrolidin-1-yl]pyridin-3-carboxamid